C(CCC)N1C=NC2=C1C(=NC=C2Cl)SCC(=O)NCCCCCC 2-(3-butyl-7-chloro-3H-imidazo[4,5-c]pyridin-4-ylsulfanyl)-N-hexylacetamide